2-(3-((1s,3s)-3-hydroxy-1-(4-methyl-4H-1,2,4-triazol-3-yl)cyclobutyl)phenyl)-6-(((1-methylcyclobutyl)amino)methyl)-4-(trifluoromethyl)isoindolin-1-one OC1CC(C1)(C1=NN=CN1C)C=1C=C(C=CC1)N1C(C2=CC(=CC(=C2C1)C(F)(F)F)CNC1(CCC1)C)=O